1-(4-{1-[3-(8-{4-fluoro-2-[(3R)-3-methylmorpholine-4-carbonyl]phenyl}-3-methylimidazo[1,5-a]pyridin-6-yl)azetidin-1-yl]ethyl}piperidin-1-yl)propan-1-one FC1=CC(=C(C=C1)C=1C=2N(C=C(C1)C1CN(C1)C(C)C1CCN(CC1)C(CC)=O)C(=NC2)C)C(=O)N2[C@@H](COCC2)C